(2R,4S)-1-(7-(8-ethynyl-7-fluoro-3-hydroxynaphthalen-1-yl)-6,8-difluoro-2-(((2R,7aS)-2-fluorotetrahydro-1H-pyrrolizin-7a(5H)-yl)methoxy)quinazolin-4-yl)-2-methylpiperidin-4-ol C(#C)C=1C(=CC=C2C=C(C=C(C12)C1=C(C=C2C(=NC(=NC2=C1F)OC[C@]12CCCN2C[C@@H](C1)F)N1[C@@H](C[C@H](CC1)O)C)F)O)F